(4S)-N-{1-((R or S)-3-chloro-4-fluorophenyl)-2-[(4,4-difluoro-cyclohexyl)oxy]ethyl}-2-oxoimidazolidine-4-carboxamide ClC=1C=C(C=CC1F)C(COC1CCC(CC1)(F)F)NC(=O)[C@H]1NC(NC1)=O